O=C1NC(CCC1NC1=CC(=C(C=C1)N1CCN(CC1)CC1CCN(CC1)NC(OC(C)(C)C)=O)C(F)(F)F)=O tert-butyl (4-((4-(4-((2,6-dioxopiperidin-3-yl)amino)-2-(trifluoromethyl) phenyl)piperazin-1-yl)methyl)piperidin-1-yl)carbamate